NC=1C=C(C=CC1)C(C(=O)NCC1=CC=CC=C1)N(C(C#C)=O)C1=CC(=CC=C1)Cl N-(1-(3-Aminophenyl)-2-(benzylamino)-2-oxoethyl)-N-(3-chlorophenyl)-propiolamide